((5-(4-(4-Cyanophenyl)piperidine-1-carbonyl)-2-methylphenyl)carbamothioyl)isobutyramide C(#N)C1=CC=C(C=C1)C1CCN(CC1)C(=O)C=1C=CC(=C(C1)NC(=S)C(C(=O)N)(C)C)C